2-Methyl-N-[(1s,4s)-4-(2-{[4-(4-methylpiperazin-1-yl)phenyl]amino}-7-oxo-5-[2-(triisopropylsilyl)ethynyl]pyrido[2,3-d]pyrimidin-8-yl)cyclohexyl]propanamide CC(C(=O)NC1CCC(CC1)N1C(C=C(C2=C1N=C(N=C2)NC2=CC=C(C=C2)N2CCN(CC2)C)C#C[Si](C(C)C)(C(C)C)C(C)C)=O)C